C(C)(C)(C)N1N=C(C(=C1C)O)C1=CC=CC=C1 1-(tert-Butyl)-5-methyl-3-phenyl-1H-pyrazol-4-ol